C[C@](N(CC)C)(CCC(=O)O)C(=O)O Dimethyl-ethyl-L-glutamic acid